CC1=CC=CC(=N1)C1=NC=CC(=N1)NC1=NC(=NC=C1)NC1=CC=C(C=C1)N[C@H]1CNCC1 |r| N4-[2-(6-methyl-2-pyridyl)pyrimidin-4-yl]-N2-[4-[[rac-(3R)-pyrrolidin-3-yl]amino]phenyl]pyrimidine-2,4-diamine